C(C)(C)C1=C(C=CC=C1)C1=NC=C2NC(N(C2=N1)CC1=CC=C(C=C1)C(=O)N1C(CCCC1)C)=O 2-(2-isopropylphenyl)-9-(4-(2-methylpiperidine-1-carbonyl)benzyl)-7,9-dihydro-8H-purin-8-one